2-(1H-imidazol-1-yl)-6-methoxy-N-((1r,4r)-4-methoxycyclohexyl)pyrimidine-4-carboxamide N1(C=NC=C1)C1=NC(=CC(=N1)C(=O)NC1CCC(CC1)OC)OC